barium 2-(tert-butyl)-2-butyl malonate C(CC(=O)[O-])(=O)OC(C)(CC)C(C)(C)C.[Ba+2].C(C)(C)(C)C(C)(CC)OC(CC(=O)[O-])=O